5-aminomethyluracil NCC=1C(NC(NC1)=O)=O